tert-butyl 3-(N-(4-chlorobenzyl)-2-(((1r,4r)-4-methylcyclohexyl)amino)acetamido)-3-cyanoazetidine-1-carboxylate ClC1=CC=C(CN(C(CNC2CCC(CC2)C)=O)C2(CN(C2)C(=O)OC(C)(C)C)C#N)C=C1